N-((3S,4S)-3-fluoro-1-methylpiperidin-4-yl)-4-methoxy-5-(quinolin-6-yl)pyrrolo[2,1-f][1,2,4]triazin-2-amine F[C@H]1CN(CC[C@@H]1NC1=NN2C(C(=N1)OC)=C(C=C2)C=2C=C1C=CC=NC1=CC2)C